OC=1C(NN=C(C1)CCC1=C(C=CC=C1)C(F)(F)F)=O 4-hydroxy-6-{2-[2-(trifluoromethyl)phenyl]ethyl}pyridazine-3(2H)-one